C(C)OC(=O)C1(CN(CC1)CC1=CC=CC=C1)CNC1=NC=CC=C1[N+](=O)[O-] 1-benzyl-3-(((3-nitropyridin-2-yl)amino)methyl)-pyrrolidine-3-carboxylic acid ethyl ester